(R)-2-(4-chlorophenyl)-1-(4-((5R,7R)-7-hydroxy-5-methyl-6,7-dihydro-5H-cyclopenta[d]pyrimidin-4-yl)piperazin-1-yl)-3-(4-methylpiperazin-1-yl)propan-1-one ClC1=CC=C(C=C1)[C@@H](C(=O)N1CCN(CC1)C=1C2=C(N=CN1)[C@@H](C[C@H]2C)O)CN2CCN(CC2)C